BrC=1C=C(C=CC1)O 3-bromo-phenol